N-(6-methoxy-2-methyl-1,2,3,4-tetrahydroisoquinolin-7-yl)-7-(3-methyl-1H-pyrazol-4-yl)quinazolin-2-amine COC=1C=C2CCN(CC2=CC1NC1=NC2=CC(=CC=C2C=N1)C=1C(=NNC1)C)C